2-Amino-7-fluoro-4-(5-fluoro-3-((3S,4R)-3-hydroxy-4-(isopropyl(methyl)amino)pyrrolidin-1-yl)-7,9-dihydrofuro[3,4-f]quinazolin-6-yl)thieno[3,2-c]pyridine-3-carbonitrile NC1=C(C=2C(=NC=C(C2S1)F)C=1C2=C(C=3C=NC(=NC3C1F)N1C[C@@H]([C@@H](C1)N(C)C(C)C)O)COC2)C#N